NC1=C(C=C(N=N1)C1=C(C=CC=C1)O)N1CC2CCC(C1)N2C2=CC(=NC=C2)C#CCN2CC(C2)OC 2-[6-amino-5-[8-[2-[3-(3-methoxyazetidin-1-yl)prop-1-ynyl]-4-pyridinyl]-3,8-diazabicyclo[3.2.1]oct-3-yl]pyridazin-3-yl]phenol